(2-methylpyridin-3-yl)-1,2,4-oxadiazol CC1=NC=CC=C1C1=NOC=N1